C(#N)N1CCC(CC1)N1N=NC(=C1C)C=1C=C(C=2N(C1)N=CC2C#N)OC(CF)C2=NC=C(C=C2)F 6-[1-(1-Cyano-4-piperidyl)-5-methyl-triazol-4-yl]-4-[2-fluoro-1-(5-fluoro-2-pyridyl)ethoxy]pyrazolo[1,5-a]pyridine-3-carbonitrile